4-cyclobutyl-2-((1S,4S,5R)-5-((5-cyclopropyl-3-(spiro[2.5]oct-6-yl)isoxazol-4-yl)methoxy)-2-azabicyclo[2.2.1]heptan-2-yl)benzo[d]thiazole-6-carboxylic acid C1(CCC1)C1=CC(=CC2=C1N=C(S2)N2[C@@H]1C[C@H]([C@H](C2)C1)OCC=1C(=NOC1C1CC1)C1CCC2(CC2)CC1)C(=O)O